(S)-N-(5-(4-(4-acryloyl-3-(cyanomethyl)piperazin-1-yl)quinazolin-6-yl)-2-methoxypyridin-3-yl)-2,4-difluorobenzenesulfonamide C(C=C)(=O)N1[C@H](CN(CC1)C1=NC=NC2=CC=C(C=C12)C=1C=C(C(=NC1)OC)NS(=O)(=O)C1=C(C=C(C=C1)F)F)CC#N